3-oxocyclohex-1-en-1-yl 4-methylbenzenesulfonate CC1=CC=C(C=C1)S(=O)(=O)OC1=CC(CCC1)=O